N3-(4-bromophenyl)-1H-1,2,4-triazole-3,5-diamine BrC1=CC=C(C=C1)NC1=NNC(=N1)N